FC1=CC(=C(C=C1)C1=CC(=CC=C1)C=1OC2=C(N1)C=C(C=C2C(F)(F)F)CNCCNC(C)=O)C2=NN=CN2C N-(2-(((2-(4'-Fluoro-2'-(4-methyl-4H-1,2,4-triazol-3-yl)-[1,1'-biphenyl]-3-yl)-7-(trifluoromethyl)benzo[d]oxazol-5-yl)methyl)amino)ethyl)acetamide